6-amino-5-nitropyridin-2(1H)-one NC1=C(C=CC(N1)=O)[N+](=O)[O-]